3-(N-(3-(4-amino-7-methyl-7H-pyrrolo[2,3-d]pyrimidin-5-yl)-2-fluorophenyl)sulfamoyl)-2,5-dichlorobenzyl acetate C(C)(=O)OCC1=C(C(=CC(=C1)Cl)S(NC1=C(C(=CC=C1)C1=CN(C=2N=CN=C(C21)N)C)F)(=O)=O)Cl